aluminum-copper-lithium-iron [Fe].[Li].[Cu].[Al]